8-[(8aR)-octahydropyrrolo[1,2-a]pyrazin-2-yl]-3-(2,4-dimethylbenzenesulfonyl)-4H,5H-[1,2,3]triazolo[1,5-a]quinazolin-5-one C1[C@@H]2N(CCN1C1=CC=C3C(NC=4N(C3=C1)N=NC4S(=O)(=O)C4=C(C=C(C=C4)C)C)=O)CCC2